methyl trans-4-[(4-fluoro-2-nitro-anilino)methyl]cyclohexanecarboxylate FC1=CC(=C(NC[C@@H]2CC[C@H](CC2)C(=O)OC)C=C1)[N+](=O)[O-]